C(C)(=O)C1(C(C1)C=C)C(=O)NC1=C(C=CC=C1)C 1-acetyl-N-(2-methyl-phenyl)-2-vinylcyclopropane-1-formamide